3-[6-(1,4-diazepan-1-yl)-2-oxobenzo[cd]indol-1(2H)-yl]piperidine-2,6-dione N1(CCNCCC1)C=1C=2C3=C(C(N(C3=CC1)C1C(NC(CC1)=O)=O)=O)C=CC2